3,7,11,15-Tetramethyl-2-hexadecen-1-ol CC(=CCO)CCCC(CCCC(CCCC(C)C)C)C